tert-butyl (R)-5-bromo-3-((methyl((S)-5,6,7,8-tetrahydroquinolin-8-yl)amino)methyl)-3,4-dihydroisoquinoline-2(1H)-carboxylate BrC1=C2C[C@@H](N(CC2=CC=C1)C(=O)OC(C)(C)C)CN([C@H]1CCCC=2C=CC=NC12)C